BrCCN1C([C@]2(C3=CC(=CC=C13)Cl)C1=C(NC(C2)=O)N(N=N1)[C@@H](C)C1=CC=C(C=C1)Cl)=O (R)-1'-(2-bromoethyl)-5'-chloro-3-((S)-1-(4-chlorophenyl)ethyl)-4,6-dihydrospiro[[1,2,3]triazolo[4,5-b]pyridine-7,3'-indoline]-2',5(3H)-dione